FC=1C=C(C=CC1OC(F)(F)F)C(C=1N(C(=C(N1)SC)C)COCC[Si](C)(C)C)C1=CC(=C(C=C1)OC(F)(F)F)F 2-(bis(3-fluoro-4-(trifluoromethoxy)phenyl)methyl)-5-methyl-4-(methylthio)-1-((2-(trimethylsilyl)ethoxy)methyl)-1H-imidazole